(S)-6-(((1-(1,3-difluoropropan-2-yl)-1H-1,2,3-triazol-4-yl)(1-methoxyisoquinolin-5-yl)methyl)amino)-4-(neopentylamino)quinoline FCC(CF)N1N=NC(=C1)[C@H](C1=C2C=CN=C(C2=CC=C1)OC)NC=1C=C2C(=CC=NC2=CC1)NCC(C)(C)C